CC12C(CCC(N1C(=O)C1=NC=CC=C1)C2)C(=O)O methyl-cis-6-(pyridine-2-carbonyl)-6-azabicyclo[3.1.1]heptane-2-carboxylic acid